C(=O)(OC(C)(C)C)N[C@@H](CC(N)=O)C(=O)OC([C@@H](NC(=O)OC(C)(C)C)CC(N)=O)=O Boc-asparaginic anhydride